CN1N=C(C2=CC=CC(=C12)N1CC(CC1)N1CCNCC1)C1C(NC(CC1)=O)=O 3-(1-methyl-7-(3-(piperazin-1-yl)pyrrolidin-1-yl)-1H-indazol-3-yl)piperidine-2,6-dione